(3S)-3-(9H-fluoren-9-ylmethoxycarbonylamino)-4-(3,3,4,4,5,5-hexafluoropiperidin-1-yl)-4-oxobutanoic acid C1=CC=CC=2C3=CC=CC=C3C(C12)COC(=O)N[C@@H](CC(=O)O)C(=O)N1CC(C(C(C1)(F)F)(F)F)(F)F